COC(=O)C=1C=2CCCC2C=C(C1OS(=O)(=O)C(F)(F)F)C#N 6-cyano-5-(trifluoromethanesulfonyl-oxy)-2,3-dihydro-1H-indene-4-carboxylic acid methyl ester